sodium (1-oxopropyl)pentylphosphinate O=C(CC)P([O-])(=O)CCCCC.[Na+]